2-amino-7-(2-deoxy-β-D-erythro-pentofuranosyl)-4,7-dihydro-4-oxo-3H-pyrrolo[2,3-d]pyrimidine-5-carbonitrile NC=1NC(C2=C(N1)N(C=C2C#N)[C@H]2C[C@H](O)[C@H](O2)CO)=O